2-((((9H-Fluoren-9-yl)methoxy)carbonyl)(methyl)amino)-4-(2-methoxyphenyl)butanoic acid C1=CC=CC=2C3=CC=CC=C3C(C12)COC(=O)N(C(C(=O)O)CCC1=C(C=CC=C1)OC)C